azelaic anhydride C1(CCCCCCCC(=O)O1)=O